C1(=CC=CC=C1)C1=C(C=CC=2C3=CC=CC=C3C3(C12)C1CC2CC(CC3C2)C1)N phenylspiro[adamantan-2,9'-fluorene]-2'-amine